dioctadecyl-aminopropionic acid C(CCCCCCCCCCCCCCCCC)CC(C(=O)O)(N)CCCCCCCCCCCCCCCCCC